3-amino-3-(1,2-difluoroethyl)piperidine-1-carboxylic acid tert-butyl ester C(C)(C)(C)OC(=O)N1CC(CCC1)(C(CF)F)N